o-bis(bromoethoxy)benzene BrCCOC1=C(C=CC=C1)OCCBr